4-bromo-N-(3-(ethylsulfanyl)-5-fluorophenyl)thiophene-2-carboxamide BrC=1C=C(SC1)C(=O)NC1=CC(=CC(=C1)F)SCC